6-(4-((2-(4-(2-cyanoacetyl)piperazin-1-yl)-5-oxo-5,6-dihydropyrimido[4,5-d]pyridazin-4-yl)amino)phenyl)-6-azaspiro[2.5]octane-1-carboxylic acid C(#N)CC(=O)N1CCN(CC1)C=1N=C(C2=C(C=NNC2=O)N1)NC1=CC=C(C=C1)N1CCC2(CC2C(=O)O)CC1